FC1=C(CN2C(C3=NC=CN=C3C(=C2)C(=O)N[C@@H]2[C@H](CCC2)O)=O)C(=CC(=C1)C=1C2=CN(N=C2C=CC1)C)F 6-(2,6-difluoro-4-(2-methyl-2H-indazol-4-yl)benzyl)-N-((1S,2S)-2-hydroxycyclopentyl)-5-oxo-5,6-dihydropyrido[3,4-b]pyrazine-8-carboxamide